ethyl 3-(2-(5-cyclobutoxy-2-fluorophenyl)-7-fluoro-1,2,3,4-tetrahydroisoquinolin-6-yl)propanoate C1(CCC1)OC=1C=CC(=C(C1)N1CC2=CC(=C(C=C2CC1)CCC(=O)OCC)F)F